COS(=O)(=O)CC1=CC(=C(C=2OCCOC21)C#N)F (8-cyano-7-fluoro-2,3-dihydrobenzo[b][1,4]dioxin-5-yl)methanesulfonic acid methyl ester